(chloromethylphenethyl)trimethoxysilane ClCC(CC1=CC=CC=C1)[Si](OC)(OC)OC